NC1CC(C1)OC1=CC=C2CN(C(C2=C1)=O)C1C(NC(CC1)=O)=O 3-(6-((1r,3r)-3-aminocyclobutoxy)-1-oxoisoindolin-2-yl)piperidine-2,6-dione